COC1=CC=C(CNC=2C=3C(=NC=NC3C=CC2)N)C=C1 N5-(4-methoxybenzyl)quinazoline-4,5-diamine